CS(=O)(=O)O.C1(CCCCC1)PC1CCCCC1 dicyclohexylphosphane methanesulfonate